2-[(3,4-dimethoxybenzoyl)amino]-4,5,6,7-tetrahydrobenzo[b]thiophene-3-carboxamide COC=1C=C(C(=O)NC2=C(C3=C(S2)CCCC3)C(=O)N)C=CC1OC